5-chloro-N-((1r,4r)-4-((3-(3-fluoro-4-methoxyphenyl)-2-oxo-2,3-dihydro-1H-imidazo[4,5-c]pyridin-1-yl)methyl)cyclohexyl)-2-(trifluoromethyl)nicotinamide ClC=1C=NC(=C(C(=O)NC2CCC(CC2)CN2C(N(C=3C=NC=CC32)C3=CC(=C(C=C3)OC)F)=O)C1)C(F)(F)F